Ethyl 2-((4-methoxybenzyl)oxy)imidazo[1,2-a]pyridine-3-carboxylate COC1=CC=C(COC=2N=C3N(C=CC=C3)C2C(=O)OCC)C=C1